8-(((1S,2S)-1-(dimethylamino)-1-(4-(phenylsulfonyl)phenyl)propan-2-yl)amino)-6-methylpyrido[2,3-d]pyridazin-5(6H)-one CN([C@H]([C@H](C)NC1=NN(C(C2=C1N=CC=C2)=O)C)C2=CC=C(C=C2)S(=O)(=O)C2=CC=CC=C2)C